N1C=CC2=CC=C(C=C12)NC(C(CC(C)C)N1C(C2=CC=CC=C2C1)=O)=O N-(1H-indole-6-yl)-4-methyl-2-(1-oxo-isoindole-2-yl)valeramide